OCNC(=O)N N-(hydroxyl-methyl)urea